C(C)OC(CCCCCCS(=O)(=O)[O-])=O.[Na+].FC(C1=CC=C(C=C1)C1CC[C@H](NC1)CO)(F)F ((2S)-5-(4-(trifluoromethyl)phenyl)piperidin-2-yl)methanol Sodium 7-ethoxy-7-oxoheptane-1-sulfonate